2-((2-(diethylamino)ethyl)amino)naphthalene-1,4-dione HCl salt Cl.C(C)N(CCNC=1C(C2=CC=CC=C2C(C1)=O)=O)CC